[N+](=O)([O-])N[C@@H](CC1=CNC2=CC=CC=C12)C(=O)O Nitro-Tryptophan